C1=C2C=C3C(=CC=C4CC=5C=CC=CC5C=C34)C2=CC=C1 indenoanthracene